FC1=C(C=2C=NC(=NC2C=C1C1=C(C2=C(OCCN2)N=C1)C)NC=1C(=NN(C1)C(C)C)C)N 6-fluoro-7-(8-methyl-2,3-dihydro-1H-pyrido[2,3-b][1,4]oxazin-7-yl)-N~2~-[3-methyl-1-(propan-2-yl)-1H-pyrazol-4-yl]quinazoline-2,5-diamine